CNC=1SC2=C(N1)C=CC(=C2)C(=O)O 2-(methylamino)benzo[d]thiazole-6-carboxylic acid